1-(sec-butyl)-5-(2-chloro-5-fluoropyrimidin-4-yl)-3-fluoropyridin-2(1H)-one C(C)(CC)N1C(C(=CC(=C1)C1=NC(=NC=C1F)Cl)F)=O